N1(CCC1)CCNC(C1=CC=C(C=C1)C1CC2(CC(C2)C#N)CCN1CC1=C2C=CNC2=C(C=C1OC)C)=O N-(2-(azetidin-1-yl)ethyl)-4-(2-cyano-7-((5-methoxy-7-methyl-1H-indol-4-yl)methyl)-7-azaspiro[3.5]nonan-6-yl)benzamide